COC1=CC=C2C=3C=CC(=CC3NC2=C1)CC(=O)NC=1C=C(C(=O)OC)C=CC1 methyl 3-(2-(7-methoxy-9H-carbazol-2-yl)acetamido)benzoate